N1-(1-(2-fluorophenyl)-cyclopropyl)-N2-((S)-4-methyl-1-oxo-1-(((S)-3-oxo-1-((S)-2-oxopyrrolidin-3-yl)-4-(trifluoromethoxy)butan-2-yl)amino)pentan-2-yl)oxalamide FC1=C(C=CC=C1)C1(CC1)NC(C(=O)N[C@H](C(N[C@@H](C[C@H]1C(NCC1)=O)C(COC(F)(F)F)=O)=O)CC(C)C)=O